N1-(4-(3-(dimethylamino)phenyl)thiazol-2-yl)ethane-1,2-diamine CN(C=1C=C(C=CC1)C=1N=C(SC1)NCCN)C